(R)-(5-chloro-2-methoxyphenyl)(1-(phenylsulfonyl)-1H-indol-2-yl)methylamine ClC=1C=CC(=C(C1)NCC=1N(C2=CC=CC=C2C1)S(=O)(=O)C1=CC=CC=C1)OC